tert-butyl (3S)-3-[[(2S)-2-[(1-(benzyloxycarbonylamino)cyclopentanecarbonyl)-methyl-amino]-2-cyclopentyl-acetyl]-methyl-amino]-4-(dimethylamino)-4-oxo-butanoate C(C1=CC=CC=C1)OC(=O)NC1(CCCC1)C(=O)N([C@H](C(=O)N([C@@H](CC(=O)OC(C)(C)C)C(=O)N(C)C)C)C1CCCC1)C